ClC1=CC=C(C(=N1)C(=O)O)N[C@H](C)C1=C2N=C(C(=NC2=CC(=C1)C)C#N)N1C[C@]2(CCCO2)CC1 6-chloro-3-(((R)-1-(2-cyano-7-methyl-3-((S)-1-oxa-7-azaspiro[4.4]nonan-7-yl)quinoxalin-5-yl)ethyl)amino)picolinic acid